BrC=1C=CC(=C(OCCN2C(CCC2)=O)C1)C=1OC2=C(C=CC=C2C(C1)=O)Cl 1-[2-[5-bromo-2-(8-chloro-4-oxo-chromen-2-yl)phenoxy]ethyl]pyrrolidin-2-one